ClC1=C(OCC=2OC(=CN2)CC2CCN(CC2)CC2=NC3=C(N2C[C@H]2OCC2)C=C(C=C3)C(=O)O)C=CC(=C1)Cl 2-{[4-({2-[(2,4-dichlorophenoxy)methyl]-1,3-oxazol-5-yl}methyl)piperidin-1-yl]methyl}-1-{[(2S)-oxetan-2-yl]methyl}-1H-1,3-benzodiazole-6-carboxylic acid